C1(CC1)C1=CC2=C(N=C(O2)NC2=NC3=C(N2C)C=CC(=C3)C(=O)O)C=C1 2-((6-cyclopropylbenzo[d]oxazol-2-yl)amino)-1-methyl-1H-benzo[d]imidazole-5-carboxylic acid